BrC1=NN(C(=C1)CO)C(CNC(OC(C)(C)C)=O)C tert-butyl {2-[3-bromo-5-(hydroxymethyl)-1H-pyrazol-1-yl]propyl}carbamate